(1s,3s)-3-(benzyloxy)-3-methylcyclobutanamine monohydrochloride Cl.C(C1=CC=CC=C1)OC1(CC(C1)N)C